CN1C(C2=C(C1=O)SC=1C(N(C(C1S2)=O)C)=O)=O 2,6-dimethyl-[1,4]dithiino[2,3-c:5,6-c']dipyrrole-1,3,5,7(2H,6H)-tetraone